O=C1NC(CCC1N1C(C2=CC=C(C=C2C1)N1CC2(C1)CCN(C2)C(=O)OC(C)(C)C)=O)=O tert-butyl 2-[2-(2,6-dioxo-3-piperidyl)-1-oxo-isoindolin-5-yl]-2,7-diazaspiro[3.4]octane-7-carboxylate